tert-butyl 3-[1-[1-(2,6-dioxo-3-piperidyl)indolin-4-yl]azetidin-3-yl]propanoate O=C1NC(CCC1N1CCC2=C(C=CC=C12)N1CC(C1)CCC(=O)OC(C)(C)C)=O